BrC1=C(C(=C(C=O)C=C1)SC)F 4-bromo-3-fluoro-2-(methylthio)benzaldehyde